2-hydroxy-4-[(4-methoxyphenyl)methoxy]benzaldehyde OC1=C(C=O)C=CC(=C1)OCC1=CC=C(C=C1)OC